CC=1NC=C(N1)C1=CC=C(C=C1)C1=CC=C(C=C1)C=1N=C(NC1)C bis(2-methylimidazolyl)biphenyl